N-(3-(4'-chloro-[1,1'-biphenyl]-4-yl)propyl)-5-(furan-3-yl)-2-methylthiazolo[5,4-d]pyrimidin-7-amine ClC1=CC=C(C=C1)C1=CC=C(C=C1)CCCNC=1C2=C(N=C(N1)C1=COC=C1)SC(=N2)C